COC=1C=C(NC2=CC=CC=C2)C=CC1N=O 3-methoxy-4-nitroso-N-phenylaniline